FC1=C(C(=O)NC(C(=O)N2CCC3(C(C(N(C3=O)C)=O)C3=CC=CC=C3)CC2)(C)C)C=C(C=C1)C(F)(F)F 2-fluoro-N-(2-methyl-1-(2-methyl-1,3-dioxo-4-phenyl-2,8-diazaspiro[4.5]decan-8-yl)-1-oxopropan-2-yl)-5-(trifluoromethyl)benzamide